(4-(4-amino-3-chloro-1H-pyrazol-1-yl)piperidin-1-yl)(4-methylpiperazin-1-yl)methanone Copper Acetyl-Tyrosinate C(C)(=O)N[C@@H](CC1=CC=C(C=C1)O)C(=O)[O-].[Cu+2].NC=1C(=NN(C1)C1CCN(CC1)C(=O)N1CCN(CC1)C)Cl.C(C)(=O)N[C@@H](CC1=CC=C(C=C1)O)C(=O)[O-]